C(C)(C)N1CC2=CC=CC=C2C(=C1)C1=CC=C(C=C1)C(F)(F)F N-isopropyl-4-[4-(trifluoromethyl)phenyl]isoquinoline